CN(CCOP(=O)(O)OCC(CC(C(=O)[O-])(CCCCCCCCC)CCCCCCCCC)C(C(=O)[O-])(CCCCCCCCC)CCCCCCCCC)C.[Cl-].C(CCCCCCCCCCCCC)C1=NC=CC=C1 tetradecylpyridine Chloride 3-(((2-(Dimethylamino)ethoxy)(hydroxy)phosphoryl)oxy)-propane-1,2-diyl-bis(2-nonylundecanoate)